methyl N-benzyl-N-(2-methylbenzyl)-P-phenylphosphonamidate C(C1=CC=CC=C1)N(P(OC)(=O)C1=CC=CC=C1)CC1=C(C=CC=C1)C